C([C@H]([C@H](CS)O)O)S The molecule is the meso-diastereomer of 1,4-dimercaptobutane-2,3-diol; a sulfur-containing sugar derived from the monosaccharide erythrose; and an epimer of dithiothreitol. It has a role as a reducing agent.